6-hydroxy-5-(trifluoromethyl)pyridine OC1=C(C=CC=N1)C(F)(F)F